C(C)(=O)OCCC z-propyl acetate